5-((1-((3-ethyl-2-oxo-4-thioxo-1,2,3,4-tetrahydroquinazolin-7-yl)methyl)pyrrolidin-3-yl)oxy)-6-fluoro-N-methylpicolinamide C(C)N1C(NC2=CC(=CC=C2C1=S)CN1CC(CC1)OC=1C=CC(=NC1F)C(=O)NC)=O